COC1=CC=C(C=C1)CCI 4-methoxyphenylethyl iodide